C(C1=CC=CC=C1)NC(CC(CCC1=CC=CC=C1)C)=O N-benzyl-3-methyl-5-phenylpentanamide